COC(=O)C1=NC=CC(=C1)NC(CC1=CC(=C(C=C1)C(C)(C)C)OC)=O 4-[[2-(4-tert-butyl-3-methoxy-phenyl)acetyl]amino]pyridine-2-carboxylic acid methyl ester